(3,5-dibromo-4-hydroxyphenyl)(2-ethyl-7-(trifluoromethyl)imidazo[1,2-c]pyrimidin-3-yl)methanone BrC=1C=C(C=C(C1O)Br)C(=O)C1=C(N=C2N1C=NC(=C2)C(F)(F)F)CC